(tert-butoxycarbonyl-3-(3-cyclohexylmethoxy)phenyl)propanoate C(C)(C)(C)OC(=O)C1=C(C=CC=C1OCC1CCCCC1)OC(CC)=O